CC=1C=CC(=C(C1)C=1C(=C(C(=CC1O)CCCCC)S(=O)(=O)C1=CC=CC=C1)O)C(=C)C 5'-methyl-4-pentyl-3-(phenylsulfonyl)-2'-(prop-1-en-2-yl)-[1,1'-biphenyl]-2,6-diol